ethyl 2-[(2-aminoacetyl)amino]-3-(2-chloro-6-fluoro-benzoyl)-5,6-dihydro-4H-cyclopenta[b]thiophene-6-carboxylate NCC(=O)NC1=C(C2=C(S1)C(CC2)C(=O)OCC)C(C2=C(C=CC=C2F)Cl)=O